CN1CCN(CC1)C1CCN(CC1)C=1C=CC2=C(NC=N2)C1 6-(4-(4-methylpiperazin-1-yl)piperidin-1-yl)-1H-benzo[d]Imidazole